NCCCOCC(COCCCN)(COCCCN)COCCCN 3-[3-(3-aminopropoxy)-2,2-bis(3-aminopropoxymethyl)-propoxy]-propylamine